3-(((Benzyloxy)carbonyl)(methyl)amino)-4-morpholino-4-oxobutanoic acid C(C1=CC=CC=C1)OC(=O)N(C(CC(=O)O)C(=O)N1CCOCC1)C